N1C=CC2=CC(=CC=C12)NS(=O)(=O)C1=C(C=CC=C1)NCC(=O)O ({2-[(1H-indol-5-yl)sulfamoyl]phenyl}amino)acetic acid